C1(=CC=CC=C1)C1=C(NC2=CC=CC=C12)C(=O)NC[C@H](CC(CNC(OC(C)(C)C)=O)O[Si](C(C)C)(C(C)C)C(C)C)NC(OC(C)(C)C)=O di-tert-butyl ((4S)-5-(3-phenyl-1H-indole-2-carboxamido)-2-((triisopropylsilyl)oxy)pentane-1,4-diyl)dicarbamate